C(C=1C(O)=CC=CC1)([O-])=NNC(=S)N salicylate thiosemicarbazone